1-(3-(4-amino-5-(5,7-dimethoxybenzothien-2-yl)-7H-pyrrolo[2,3-d]pyrimidin-7-yl)pyrrolidin-1-yl)prop-2-en-1-one NC=1C2=C(N=CN1)N(C=C2C=2SC1=C(C2)C=C(C=C1OC)OC)C1CN(CC1)C(C=C)=O